7-(3,4-dimethoxyphenyl)-N-(4-(4-oxopiperidin-1-yl)phenyl)pyrazolo[1,5-a]pyrimidine-2-carboxamide COC=1C=C(C=CC1OC)C1=CC=NC=2N1N=C(C2)C(=O)NC2=CC=C(C=C2)N2CCC(CC2)=O